3-chloro-2-(2-methoxypyridin-4-yl)-5-(trifluoromethyl)pyrazine ClC=1C(=NC=C(N1)C(F)(F)F)C1=CC(=NC=C1)OC